NC1=C(C=O)C=CC(=C1)N 2,4-DIAMINOBENZALDEHYDE